methyl (R)-2-aminoheptanoate N[C@@H](C(=O)OC)CCCCC